COC1=NC=C(C2=C1N=C(S2)NC(=O)N2CC1(CC2)CCOCC1)C1=CCC(CC1)OC N-[4-methoxy-7-(4-methoxycyclohex-1-en-1-yl)-[1,3]thiazolo[4,5-c]pyridin-2-yl]-8-oxa-2-azaspiro[4.5]decane-2-carboxamide